Cl.FC1=C(C=CC(=C1)C1NCCC1)C=1N=C2SC3=C(N2C1)C=CC(=C3)C(=O)NC3CCOCC3 2-(2-fluoro-4-(pyrrolidin-2-yl)phenyl)-N-(tetrahydro-2H-pyran-4-yl)benzo[d]imidazo[2,1-B]thiazole-7-carboxamide hydrochloride